N-(2-chloro-3-(3'-chloro-6-methoxy-5-((((5-oxopyrrolidin-2-yl)methyl)amino)methyl)-[2,4'-bipyridin]-2'-yl)phenyl)-5-((3-(hydroxymethyl)azetidin-1-yl)methyl)-4-methoxypicolinamide ClC1=C(C=CC=C1C1=NC=CC(=C1Cl)C1=NC(=C(C=C1)CNCC1NC(CC1)=O)OC)NC(C1=NC=C(C(=C1)OC)CN1CC(C1)CO)=O